3-(1,1-difluoro-2-hydroxy-2-methylpropyl)-5-(1-(7-methoxy-6-(2-methoxyethoxy)-2-methyl-quinazolin-4-ylamino)ethyl)phenylcarbamic acid methyl ester COC(NC1=CC(=CC(=C1)C(C)NC1=NC(=NC2=CC(=C(C=C12)OCCOC)OC)C)C(C(C)(C)O)(F)F)=O